5-bromo-1,3-di-tert-butyl-2-methoxybenzene BrC=1C=C(C(=C(C1)C(C)(C)C)OC)C(C)(C)C